BrC=1C=CC=2C3=C(C=NC2C1)N=C(N3)C[C@H]3N(CCC3)C(=O)OC(C)(C)C tert-Butyl (S)-2-((7-bromo-1H-imidazo[4,5-c]quinolin-2-yl)methyl)pyrrolidine-1-carboxylate